FC=1C(=C(C=C(C1)F)C1=NN=NN1)C=C 5-(3,5-difluoro-2-vinylphenyl)-1H-tetrazole